N4-((S)-1-((2S,4R)-4-hydroxy-2-((4-(4-methylthiazol-5-yl)benzyl)carbamoyl)pyrrolidin-1-yl)-3,3-dimethyl-1-oxobutan-2-yl)succinamide O[C@@H]1C[C@H](N(C1)C([C@H](C(C)(C)C)NC(CCC(=O)N)=O)=O)C(NCC1=CC=C(C=C1)C1=C(N=CS1)C)=O